OC(=O)C(F)(F)F.ClC1=C(C(=O)O)C=CC(=C1)CN1[C@@H](C(NC2=C(C1=O)SC=C2)=O)CC2=NC=CC=C2 (R)-2-chloro-4-((2,5-dioxo-3-(pyridin-2-ylmethyl)-2,3-dihydro-1H-thieno[3,2-e][1,4]diazepin-4(5H)-yl)methyl)benzoic acid TFA salt